5-CHLORO-3-(DIFLUOROMETHYL)-1-PHENYL-1H-PYRAZOLE-4-CARBALDEHYDE ClC1=C(C(=NN1C1=CC=CC=C1)C(F)F)C=O